2-bromo-3-isopropoxy-6-(methylsulfanyl)pyridine BrC1=NC(=CC=C1OC(C)C)SC